BrC=1C(=C(SC1C)C(=O)N(C)OC)OCC1=CC=C(C=C1)OC 4-bromo-N-methoxy-3-{[(4-methoxyphenyl)methyl]oxy}-5,N-dimethylthiophene-2-carboxamide